C(C)(C)(C)OC(=O)NCC[C@H]1C[C@@H](CCC1)OC1=C(C=CC(=C1)C)S(=O)(=O)N1[C@@H](CCC1)C(=O)OC |o1:10,12| methyl ((2-(((1R*,3S*)-3-(2-((tert-butoxycarbonyl)amino)ethyl)cyclohexyl)oxy)-4-methylphenyl)sulfonyl)-L-prolinate